C(C)(C)(C)OC(=O)N1CCC2(C[C@H](OC2=O)CCN2CCN(CC2)C2=C(C=CC=C2)N2CCOCC2)CC1 (S)-3-(2-(4-(2-morpholinophenyl)piperazin-1-yl)ethyl)-1-oxo-2-oxa-8-azaspiro[4.5]decane-8-carboxylic acid tert-butyl ester